ClC1=CC=C(C(=N1)C1=C(C=NC=C1)F)NC(C)C=1C=2C3=C(N(C(C2C=C(C1)C)=O)C)N(N=C3)CC 9-(1-((6-chloro-3'-fluoro-[2,4'-bipyridin]-3-yl)amino)ethyl)-3-ethyl-4,7-dimethyl-3,4-dihydro-5H-pyrazolo[3,4-c]isoquinolin-5-one